1-cyclopropyl-6-fluoro-7-amino-8-methoxy-1,4-dihydro-4-oxo-3-quinolinecarboxylic acid C1(CC1)N1C=C(C(C2=CC(=C(C(=C12)OC)N)F)=O)C(=O)O